6-methoxy-2-methyl-N-(1-(((cis)-2-methylcyclopropyl)methyl)-1H-pyrazolo[3,4-d]pyrimidin-6-yl)-1,2,3,4-tetrahydroisoquinolin-7-amine, trifluoroacetate salt FC(C(=O)O)(F)F.COC=1C=C2CCN(CC2=CC1NC1=NC=C2C(=N1)N(N=C2)C[C@H]2[C@H](C2)C)C